(R)-8-methoxy-6-(1-methyl-1H-1,2,4-triazol-3-yl)-N-(1-(6-methylpyridazin-3-yl)ethyl)quinazolin-4-amine COC=1C=C(C=C2C(=NC=NC12)N[C@H](C)C=1N=NC(=CC1)C)C1=NN(C=N1)C